4-(trans-2-(cyclobutylamino)cyclopropyl)-5-methyl-N-(1-methyl-1H-pyrazol-4-yl)thiophene-2-carboxamide Dihydrochloride Cl.Cl.C1(CCC1)N[C@H]1[C@@H](C1)C=1C=C(SC1C)C(=O)NC=1C=NN(C1)C